ClC=1C=C2C(=CC1)N(C([C@]21N[C@@H]([C@H]([C@@H]1C=O)C1=CC=CC=C1)C(F)(F)F)=O)C (3R,3'S,4'R,5'S)-5-chloro-1-methyl-2-oxo-4'-phenyl-5'-(trifluoromethyl)spiro[indoline-3,2'-pyrrolidine]-3'-formaldehyde